ClC=1C(=NC=CC1C1=C(C(=CC=C1)C1=NC(=C(C=C1)CNC[C@@H]1NC(CC1)=O)OC)Cl)C=1C=NC(=C(C1)OC)CN[C@H](CCO)C(=O)OC methyl ((3-chloro-4-(2-chloro-3-(6-methoxy-5-(((((R)-5-oxopyrrolidin-2-yl)methyl)amino)methyl)pyridin-2-yl)phenyl)-5'-methoxy-[2,3'-bipyridin]-6'-yl)methyl)-D-homoserinate